(2S)-N-[(1S)-1-cyano-2-{4-[3-(2-hydroxy-2-methylpropyl)-2-oxo-2,3-dihydro-1,3-benzoxazol-5-yl]phenyl}ethyl]-1,4-oxaazepan-2-carboxamide C(#N)[C@H](CC1=CC=C(C=C1)C=1C=CC2=C(N(C(O2)=O)CC(C)(C)O)C1)NC(=O)[C@H]1OCCCNC1